CC1=CC2=CC(=CC=C2C=C1)C1=CC=C(C=C1)C 2-methyl-7-(p-tolyl)naphthalene